(R)-3-methylcyclopentadecanone C[C@H]1CC(CCCCCCCCCCCC1)=O